3-(8-formyl-7-hydroxy-6-(2-methoxyethoxy)-4-methyl-2-oxo-2H-chromen-3-yl)-N-(2-morpholinoethyl)propionamide C(=O)C=1C(=C(C=C2C(=C(C(OC12)=O)CCC(=O)NCCN1CCOCC1)C)OCCOC)O